3,9-dimethylenetricyclo[5.2.1.02,6]Decane C=C1C2C3C(CC(C2CC1)C3)=C